4-chloro-2-methyl-naphthalene-1-carbonitrile ClC1=CC(=C(C2=CC=CC=C12)C#N)C